(6,7-dimethylthieno[3,2-b]pyridine-2-carboxamido)propanoic acid CC=1C(=C2C(=NC1)C=C(S2)C(=O)NC(C(=O)O)C)C